IC1=CC(=C(C=C1C)NC1=NC=C(C=C1)C)C N-(4-iodo-2,5-dimethylphenyl)-5-methylpyridin-2-amine